Triethylen glycol diacrylat C(C=C)(=O)OCCOCCOCCOC(C=C)=O